FCOC1=CC(=CC2=C1C(=NO2)NS(=O)(=O)C=2C(=NC(=CC2OC)C)OC)OC=2SC=CN2 N-(4-(fluoromethoxy)-6-(thiazol-2-yloxy)benzo[d]isoxazol-3-yl)-2,4-dimethoxy-6-methylpyridine-3-sulfonamide